FC1=C(C=C(C=C1)NC(C=C)=O)C1=NC(=CC2=C1C=CN2C(C)C)NC=2SC(=CN2)C N-(4-fluoro-3-(1-isopropyl-6-((5-methylthiazol-2-yl)amino)-1H-pyrrolo[3,2-c]pyridin-4-yl)phenyl)acrylamide